O-β-D-galactopyranosyl-L-ascorbic acid [C@@H]1([C@H](O)[C@@H](O)[C@@H](O)[C@H](O1)CO)OC=1C(=O)O[C@@H](C1O)[C@@H](O)CO